dimethyl-(cyclohexyl)(methyl)methylene(cyclopentadienyl)(fluorenyl)hafnium C[Hf](C1=CC=CC=2C3=CC=CC=C3CC12)(C1C=CC=C1)(=C(C)C1CCCCC1)C